ClC1=CC(=C2C(=N1)N(C=N2)[C@@H]2[C@@H]1[C@]([C@@H]3[C@H]2OC(O3)(C)C)(C1)C(=O)NC)Cl (3aR,3bS,4aS,5R,5aS)-5-(5,7-dichloro-3H-imidazo[4,5-b]pyridin-3-yl)-N,2,2-trimethyltetrahydrocyclopropa[3,4]cyclopenta[1,2-d][1,3]dioxole-3b(3aH)-carboxamide